ClC1=C(C(=CC=C1)[N+](=O)[O-])N1C[C@@H](O[C@@H](C1)C)C (2S,6R)-4-(2-chloro-6-nitro-phenyl)-2,6-dimethyl-morpholine